FC1=CC=C(C=C1)C1=NOC(=C1COC=1N=CC(=NC1)C=1C=NN2C1COCC2)C 3-(5-((3-(4-fluorophenyl)-5-methylisoxazol-4-yl)methoxy)pyrazin-2-yl)-6,7-dihydro-4H-pyrazolo[5,1-c][1,4]oxazine